7-{1-[1-(2-Fluorophenyl)-1H-1,2,3-triazol-4-yl]propyl}-5-(1H-pyrazol-3-yl)-7H-pyrrolo[2,3-d]pyrimidin-4-amine FC1=C(C=CC=C1)N1N=NC(=C1)C(CC)N1C=C(C2=C1N=CN=C2N)C2=NNC=C2